2-amino-3-((S)-2-hydroxy-3-(4-hydroxyphenyl)propanamido)propanoic acid NC(C(=O)O)CNC([C@H](CC1=CC=C(C=C1)O)O)=O